C(C)(C)(C)N1C=C(C2=C1N=CN=C2NCC2=C(C=C(C=C2)OC)OC)C2=NOC(=C2)C2CC2 7-(tert-butyl)-5-(5-cyclopropylisoxazol-3-yl)-N-(2,4-dimethoxybenzyl)-7H-pyrrolo[2,3-d]pyrimidin-4-amine